FC(OC1=CC=C(C=C1)NC(C1=C(C=C(C(=C1)Cl)F)OC(C(C)C)=O)=O)(F)F N-(4-trifluoromethoxyphenyl)-2-isobutyryloxy-4-fluoro-5-chlorobenzamide